[Sb]([O-])([O-])([O-])=O.[Sb]([O-])([O-])([O-])=O.[Se+2].[Se+2].[Se+2].[Se+2] triselenium selenium diantimonate